(E)-tert-butyl 2-bromo-4-(2-(6-((2-(2-hydroxyethoxy)ethyl)amino)-5-isopropylbenzo[d]thiazol-2-yl)vinyl)phenyl carbonate C(OC(C)(C)C)(OC1=C(C=C(C=C1)C=CC=1SC2=C(N1)C=C(C(=C2)NCCOCCO)C(C)C)Br)=O